ClC=1C=C(C=CC1)[C@@H](CO)N1CNC2=CC(=CC=C2C1=O)C=1C=NNC1C (S)-3-(1-(3-chlorophenyl)-2-hydroxyethyl)-7-(5-methyl-1H-pyrazol-4-yl)-2,3-dihydroquinazolin-4(1H)-one